C(#N)C=1C=CC2=C(O[C@H](CO2)COC2=CC=C(C=C2)[C@H](CC(=O)OC)C#CC)C1 methyl (S)-3-(4-(((S)-7-cyano-2,3-dihydrobenzo[b][1,4]dioxin-2-yl) methoxy) phenyl)-4-hexynoate